O1[C@@H](COCC1)CN1N=C(C=C1C(C)(C)C)NC=1N(C=2C(=NC=C(C2)OC2=CC(=NC=C2)NC(=O)C2CC2)N1)C (R)-N-(4-((2-((1-((1,4-dioxan-2-yl)methyl)-5-(tert-butyl)-1H-pyrazol-3-yl)amino)-1-methyl-1H-imidazo[4,5-b]pyridin-6-yl)oxy)pyridin-2-yl)cyclopropanecarboxamide